N,N'-(hexane-1,6-diyl)bis(2,2,6,6-tetramethylpiperidin-4-imine) C(CCCCCN=C1CC(NC(C1)(C)C)(C)C)N=C1CC(NC(C1)(C)C)(C)C